C(CCCCCCC)(=O)OCC(COC(CCCCCCC)=O)OC(CCC(CCCCCCCC\C=C/C\C=C/CCCCC)OC(=O)OCCCN(CC)CC)=O 2-(((13Z,16Z)-4-(((3-(diethylamino)propoxy)carbonyl)oxy)docosa-13,16-dienoyl)oxy)propane-1,3-diyl dioctanoate